N'-(cyclopropanecarbonyl)-9-cyclopropyl-5-(3-fluoro-4-methylbenzyl)-6-oxo-6,7-dihydro-5H-benzo[7]annulene-8-carbohydrazide C1(CC1)C(=O)NNC(=O)C=1CC(C(C2=C(C1C1CC1)C=CC=C2)CC2=CC(=C(C=C2)C)F)=O